difluoromethyl-Phenylsulfone heptadecan-9-yl-8-((2-hydroxyethyl)(8-(nonyloxy)-8-oxooctyl)amino)octanoate trimesate C(C1=CC(C(=O)O)=CC(C(=O)O)=C1)(=O)O.CCCCCCCCC(CCCCCCCC)OC(CCCCCCCN(CCCCCCCC(=O)OCCCCCCCCC)CCO)=O.FC(F)S(=O)(=O)C1=CC=CC=C1